N(=[N+]=[N-])[C@](C=O)(O)[C@H](O)[C@H](O)[C@@H](O)C 2-azidofucose